C(C)(C)C1C(C=C(C=2C=NC(=NC12)NC1=CC=C(C=C1)N1CCN(CC1)C)C#C[Si](C(C)C)(C(C)C)C(C)C)=O 8-Isopropyl-2-{[4-(4-methylpiperazin-1-yl)phenyl]amino}-5-[2-(triisopropylsilyl)ethynyl]-8H-quinazolin-7-one